1,6-diphenyl-3-hydroxyhexane C1(=CC=CC=C1)CCC(CCCC1=CC=CC=C1)O